N-(3-Ethoxy-2'-hydroxy-3'-(3-(piperazin-1-yl)isoxazol-5-yl)-[1,1'-biphenyl]-4-yl)acetamide 2,2,2-trifluoroacetate FC(C(=O)O)(F)F.C(C)OC=1C=C(C=CC1NC(C)=O)C1=C(C(=CC=C1)C1=CC(=NO1)N1CCNCC1)O